C1(CC[C@H](CC\C=C/CCCC)O1)=O (4S,7Z)-7-dodecene-4-olide